8-Oxa-2-aza-spiro[4.5]decane-2-carboxylic acid [7-(3,6-dihydro-2H-thiopyran-4-yl)-4-methoxy-thiazolo[4,5-c]pyridin-2-yl]-amide S1CCC(=CC1)C=1C2=C(C(=NC1)OC)N=C(S2)NC(=O)N2CC1(CC2)CCOCC1